FC1=C(C2=C(C3C(B(O2)O)C3)C=C1)C(=O)[O-] 5-fluoro-2-hydroxy-1,1a,2,7b-tetrahydrobenzo[e]cyclopropa[c][1,2]oxaborinine-4-carboxylate